di(pyridine-4-yl)amine N1=CC=C(C=C1)NC1=CC=NC=C1